OC1=C(C=CC(=C1)C#CC)C1=NN=C(C(N1C)=O)N[C@H]1[C@@H](CCCC1)O 3-(2-Hydroxy-4-(prop-1-yn-1-yl)phenyl)-6-(((1R,2R)-2-hydroxycyclohexyl)amino)-4-methyl-1,2,4-triazine-5(4H)-one